CN1N=NC(=C1NC(O[C@H](C)C=1C(=NC=C(C1)F)F)=O)C1=NC=C(C=C1)C(NC1=CC=C(C=C1)C=1C=NC=CC1)=O (R)-1-(2,5-difluoro-pyridin-3-yl)ethyl (1-methyl-4-(5-((4-(pyridin-3-yl)phenyl)carbamoyl)pyridin-2-yl)-1H-1,2,3-triazol-5-yl)carbamate